C(C1=CC=CC=C1)OC(=O)N1CC2=C(NC=3N=NC(=CC32)Cl)C1 3-chloro-7,8-dihydropyrrolo[3',4':4,5]Pyrrolo[2,3-c]Pyridazine-6(5H)-carboxylic acid benzyl ester